4-(3-carboxy-2,5-dihydroxybenzamido)picolinic acid C(=O)(O)C=1C(=C(C(=O)NC2=CC(=NC=C2)C(=O)O)C=C(C1)O)O